8-(1,3-Dimethyl-1H-pyrazol-4-yl)-1-(3-fluoro-5-methyl-sulfonylmethoxypyridin-2-yl)-7-methoxy-3-methyl-1,3-dihydroimidazo[4,5-c]quinolin-2-one CN1N=C(C(=C1)C1=CC=2C3=C(C=NC2C=C1OC)N(C(N3C3=NC=C(C=C3F)OCS(=O)(=O)C)=O)C)C